trichlorourea ClNC(N(Cl)Cl)=O